FC1=C(C(=O)O)C(=CC(=C1)N1[C@@H](CCCC1)C(F)(F)F)F (S)-2,6-difluoro-4-(2-(trifluoromethyl)piperidin-1-yl)benzoic acid